2-(((1R,4r)-4-(2-(((R)-2-(3-Fluorophenyl)-2-hydroxyethyl)amino)propan-2-yl)cyclohexyl)oxy)acetic acid FC=1C=C(C=CC1)[C@H](CNC(C)(C)C1CCC(CC1)OCC(=O)O)O